ClC1=CC=C(S1)CSC1=C(C(=NN1C(=O)C=1N=CSC1)C1C(N(C1C(F)(F)F)C(=O)N1CC(CC1)O)=O)C#N 5-{[(5-chlorothiophen-2-yl)methyl]sulfanyl}-3-[1-(3-hydroxypyrrolidine-1-carbonyl)-2-oxo-4-(trifluoromethyl)azetidin-3-yl]-1-(1,3-thiazole-4-carbonyl)-1H-pyrazole-4-carbonitrile